COC1=CC=C(C=C1)CCC 4-methoxy-1-propyl-benzene